1-(4-((4-(4-((1S,2R)-6-hydroxy-2-phenyl-1,2,3,4-tetrahydronaphthalen-1-yl)phenyl)piperazin-1-yl)methyl)phenyl)dihydropyrimidine-2,4(1H,3H)-dione OC=1C=C2CC[C@H]([C@H](C2=CC1)C1=CC=C(C=C1)N1CCN(CC1)CC1=CC=C(C=C1)N1C(NC(CC1)=O)=O)C1=CC=CC=C1